OC1=CC=C(C=C1)CCC(=O)NC1=C2C=CNC2=CC=C1 3-(4-hydroxyphenyl)-N-(1H-indol-4-yl)propanamide